C(=O)(O)CN1CCN(CCN(C[C@@H](N(CC1)CC(=O)[O-])CC1=CC=C(C=C1)OCCOCCOCC)CC(=O)[O-])CC(=O)[O-] 2,2',2''-[(2S)-10-(carboxymethyl)-2-{4-[2-(2-ethoxyethoxy)ethoxy]benzyl}-1,4,7,10-tetraazacyclododecane-1,4,7-triyl]triacetate